4-((1S,2S)-2-(difluoromethyl)cyclopropyl)-1-methyl-1H-pyrazolo[3,4-b]pyridine FC([C@@H]1[C@H](C1)C1=C2C(=NC=C1)N(N=C2)C)F